tert-butyl (3R)-3-[7-chloro-3-(2-fluoro-6-methyl-phenyl)-2-oxo-4H-pyrido[4,3-d]pyrimidin-1-yl]pyrrolidine-1-carboxylate ClC1=CC=2N(C(N(CC2C=N1)C1=C(C=CC=C1C)F)=O)[C@H]1CN(CC1)C(=O)OC(C)(C)C